C(CCCCC)N1C2=CC=CC=C2C=2C=C(C=CC12)C1OC=2C(=C1O)C(C=CC2)=O 2-(9-hexyl-9H-carbazol-3-yl)-3-hydroxy-4H-benzofuran-4-one